C(#N)C1=NC(=C(C(=O)NC2CC(C2)(F)F)C(=C1)C)C1=C2C(=NC=C1)C=C(S2)CN2C(C1C(C1C2=O)(C)C)=O 6-cyano-N-(3,3-difluorocyclobutyl)-2-(2-((6,6-dimethyl-2,4-dioxo-3-azabicyclo[3.1.0]hexan-3-yl)methyl)thieno[3,2-b]pyridin-7-yl)-4-methylnicotinamide